Cl.CN(C(OC[C@@H](C)N)=O)C (2R)-2-aminopropyl Dimethylcarbamate Hydrochloride